tributyl-(((2,2-dimethyl-1,3-dioxolan-4-yl)methoxy)methyl)stannane C(CCC)[Sn](COCC1OC(OC1)(C)C)(CCCC)CCCC